Cl.COC1=CC=C(C=C1)C=1N=NN(C1)CC1=CC=C(C=C1)C1=NOC(=N1)C1N(CCC1)C(N)=N (3-(4-((4-(4-Methoxyphenyl)-1H-1,2,3-triazol-1-yl)methyl)phenyl)-1,2,4-oxadiazol-5-yl)-pyrrolidine-1-carboximidamide hydrochloride